N[C@H](C(=O)NC)CCN(C(CO)=O)[C@H](C(C)(C)C)C=1N(C=C(C1)C1=C(C=CC(=C1)F)F)CC1=CC=CC=C1 (2S)-2-amino-4-[{(1R)-1-[1-benzyl-4-(2,5-difluorophenyl)-1H-pyrrol-2-yl]-2,2-dimethylpropyl}(glycoloyl)amino]-N-methylbutanamid